BrC1=C2OCC(CC3=C(NC(C(S1)=C23)=O)C)(F)F 2-bromo-10,10-difluoro-7-methyl-12-oxa-3-thia-6-azatricyclo[6.4.1.04,13]Tridec-1,4(13),7-trien-5-one